4'-methyl-2'-((2-methyl-6-(pyridin-2-ylamino)pyrimidin-4-yl)amino)-5'-oxo-5',6'-dihydrospiro[cyclohexane-1,7'-pyrrolo[3,4-b]pyridine] 1'-oxide CC1=C2C(=[N+](C(=C1)NC1=NC(=NC(=C1)NC1=NC=CC=C1)C)[O-])C1(NC2=O)CCCCC1